FC1=C(C=C(C(=C1)C1=NC(=CC=C1)OCC1=C(C=C(C=C1)C#CC1CN(C1)C)F)F)CC=1N(C2=C(N1)C=CC(=C2)C(=O)O)CCOC 2-[[2,5-difluoro-4-[6-[[2-fluoro-4-[2-(1-methylazetidin-3-yl)ethynyl]phenyl]methoxy]-2-pyridyl]phenyl]methyl]-3-(2-methoxyethyl)benzimidazole-5-carboxylic acid